C(C1=CC=CC=C1)(=O)OCCOCCOCC(CCCC)CC 2-(2-(2-ethylhexyloxy)ethoxy)ethyl benzoate